Tert-butyl(amino(4-((dimethylamino)methyl)phenyl)(oxo)-λ6-sulfaneylidene)carbamate C(C)(C)(C)OC(N=S(=O)(C1=CC=C(C=C1)CN(C)C)N)=O